N-(4-((10H-benzo[b]pyrido[2,3-e][1,4]oxazin-4-yl)oxy)phenyl)-5-(4-fluorophenyl)-4-oxo-1-((tetrahydrofuran-3-yl)methyl)-1,4-dihydropyridine-3-carboxamide N1=CC=C(C2=C1NC1=C(O2)C=CC=C1)OC1=CC=C(C=C1)NC(=O)C1=CN(C=C(C1=O)C1=CC=C(C=C1)F)CC1COCC1